COC1=CC=C(C=C1)C1CC(=NN1C(CC)=O)C1=C(C=CS1)C 5-(5-(4-methoxyphenyl)-1-propionyl-4,5-dihydro-1H-pyrazol-3-yl)-4-methylthiophene